1-(3-fluoro-4-hydrazinophenyl)-2-methylpropan-2-ol hydrochloride Cl.FC=1C=C(C=CC1NN)CC(C)(O)C